ClC=1C=NC=C(C1[C@@H](C)OC1=C2C(=NN(C2=CC(=C1)OC)C1OCCCC1)I)Cl ((R)-1-(3,5-dichloropyridin-4-yl)ethoxy)-3-iodo-6-methoxy-1-(tetrahydro-2H-pyran-2-yl)-1H-indazole